diisopropylamide isononanoate C(CCCCCC(C)C)(=O)[O-].C(C)(C)[N-]C(C)C